2-((3r,4r)-4-amino-3-fluoropiperidin-1-yl)-5-(3,4-dichloro-2-methyl-2H-indazol-5-yl)-7H-pyrrolo[2,3-d]pyrimidine-4-carboxamide N[C@H]1[C@@H](CN(CC1)C=1N=C(C2=C(N1)NC=C2C2=C(C1=C(N(N=C1C=C2)C)Cl)Cl)C(=O)N)F